ClC=1C(=C(C=CC1)NC=1C(=NN2C1C(NCC2)=O)C2=C1C(=NC=C2)C=C(S1)C)OC [(3-chloro-2-methoxyphenyl)amino]-2-[2-methylthieno[3,2-b]pyridin-7-yl]-5H,6H,7H-pyrazolo[1,5-a]pyrazin-4-one